ClC=1C=CC=C2C(C=C(OC12)C1=C(OCCOC2CC(C2)C(=O)NS(=O)(=O)C2CC2)C=C(C(=C1)OC)OC)=O 3-[2-[2-(8-chloro-4-oxo-chromen-2-yl)-4,5-dimethoxy-phenoxy]ethoxy]-N-cyclopropylsulfonyl-cyclobutanecarboxamide